N-[3-(dimethylamino)propyl]-7-[4-fluoro-2-[(3R)-tetrahydropyran-3-yl]oxy-anilino]thiazolo[5,4-d]pyrimidine-2-carboxamide CN(CCCNC(=O)C=1SC=2N=CN=C(C2N1)NC1=C(C=C(C=C1)F)O[C@H]1COCCC1)C